3-(3-Bromo-4-methoxy-phenyl)thiooxetane BrC=1C=C(C=CC1OC)SC1COC1